COC=1C(=C2C=CNC2=C(C1)C)CN1C(C2C(CC1)OCC2)C2=CC=C(C(=O)O)C=C2 4-(5-((5-methoxy-7-methyl-1H-indol-4-yl)methyl)octahydrofuro[3,2-c]pyridin-4-yl)benzoic acid